C(C)(C)(C)OC(=O)N1CC=2C=CC(=NC2CC1CCC1=CC=C(C=C1)OC)SCC1=CC=CC=C1 2-(Benzylthio)-7-(4-methoxyphenylethyl)-7,8-dihydro-1,6-naphthyridine-6(5H)-carboxylic acid tert-butyl ester